rac-(1R,3S)-3-(2-aminopyrimidin-5-yl)cyclopentyl (4-nitrophenyl) carbonate C(O[C@H]1C[C@H](CC1)C=1C=NC(=NC1)N)(OC1=CC=C(C=C1)[N+](=O)[O-])=O |r|